ClC=1C(N(C(=CC1OC([2H])([2H])C1=NC=C(C=C1F)F)C)C1=CC(=NC=C1C)N1N=C(C=C1)S(=O)(=O)CC)=O (S)-3-chloro-4-((3,5-difluoropyridin-2-yl)methoxy-d2)-2'-(3-(ethylsulfonyl)-1H-pyrazole-1-yl)-5',6-dimethyl-2H-[1,4'-bipyridine]-2-one